NC1=CC=C2C=CC3=C(C=CC4=CC=C1C2=C34)N 1,6-diaminopyrene